CC1=CCOC(C1)C=C(C)C The molecule is a member of the class of pyrans that is 3,6-dihydro-2H-pyran which is substituted at positions 2 and 4 by a 2-methylprop-1-en-1-yl group and a methyl group, respectively. It has a role as a plant metabolite, a flavouring agent and an animal metabolite. It is a member of pyrans, an olefinic compound and a monoterpenoid. It derives from a nerol.